FC(C=1C=C(C=C(C1)C(F)(F)F)CC(=O)NC1CC12CCN(CC2)CCC(C)(C)C)(F)F 2-(3,5-bis(trifluoromethyl)phenyl)-N-(6-(3,3-dimethylbutyl)-6-azaspiro[2.5]oct-1-yl)acetamide